C(C)(C)(C)C1=CC(=C(S1)C1=C(C(=O)O)C=CC=C1)C1=C(C(=CC=C1)F)F 2-(5-(tert-butyl)-3-(2,3-difluorophenyl)thiophen-2-yl)benzoic acid